NC=1C=2N(C3=CC(=C(C=C3N1)F)C(=O)N1[C@@H]3[C@H](CCC1)OCC1=NC(=CC=C13)C(F)(F)F)C(=NC2)C (4-amino-7-fluoro-1-methylimidazo[1,5-a]quinoxalin-8-yl)((4aS,10bS)-8-(trifluoromethyl)-2,3,4,4a,6,10b-hexahydro-1H-pyrano[3,2-b:5,4-b']dipyridin-1-yl)methanone